[1-[(dimethylamino)methyl]-3-bicyclo[1.1.1]pentyl]-2-fluoro-phenol CN(C)CC12CC(C1)(C2)C=2C(=C(C=CC2)O)F